(1s,4s)-4-(3-bromoanilino)-2',3'-dimethylspiro[cyclohexane-1,1'-indene]-4-carboxylic acid BrC=1C=C(NC2(CCC3(C(=C(C4=CC=CC=C34)C)C)CC2)C(=O)O)C=CC1